FC=1C=C(C(=NC1)OC=1C=CC2=C(N(C(=N2)C(=O)NC2(CCS(CC2)(=O)=O)C)C)C1)OCC(F)(F)F 6-((5-fluoro-3-(2,2,2-trifluoroethoxy)pyridin-2-yl)oxy)-1-methyl-N-(4-methyl-1,1-dioxidotetrahydro-2H-thiopyran-4-yl)-1H-benzo[d]imidazole-2-carboxamide